1-(8-(3-(4-amino-1,3,5-triazin-2-yl)-5-chlorophenyl)-8-methyl-6-oxa-9-azaspiro[4.5]decan-9-yl)prop-2-en-1-one NC1=NC(=NC=N1)C=1C=C(C=C(C1)Cl)C1(COC2(CCCC2)CN1C(C=C)=O)C